N1-(2-((6-((2-amino-2-oxo-1-phenylethyl)thio)-3,5-dicyano-4-ethylpyridin-2-yl)(methyl)amino)ethyl)oxalamide NC(C(C1=CC=CC=C1)SC1=C(C(=C(C(=N1)N(CCNC(C(=O)N)=O)C)C#N)CC)C#N)=O